4-(2-aminoethyl)tetrahydropyran NCCC1CCOCC1